C1=C2C3=C(N=CC2=CC=N1)NC(=C3)C(=O)O pyrrolo[2,3-c][2,6]naphthyridine-8-carboxylic acid